ClC=1C=C2C(=NC(=NC2=C(C1C1=C(C=CC=C1O)F)F)C(=O)N1CCOCC1)N1CCN(CC1)C(C=C)=O 1-(4-(6-chloro-8-fluoro-7-(2-fluoro-6-hydroxyphenyl)-2-(morpholine-4-carbonyl)quinazolin-4-yl)piperazin-1-yl)prop-2-en-1-one